C[Si](C1=NC(=NN1C)C(=O)OC)(C)C methyl 5-trimethylsilyl-1-methyl-1H-[1,2,4]triazole-3-carboxylate